O[C@@H]1CN(C[C@H]1O)C(=O)[O-] (3R,4R)-3,4-dihydroxypyrrolidine-1-carboxylate